N-[2-(3-aminopropanoylamino)ethyl]-4-[[3-[2,3-difluoro-4-(2-pyridyloxy)phenyl]imidazo[1,2-a]pyrazin-8-yl]amino]-2-ethyl-benzamide NCCC(=O)NCCNC(C1=C(C=C(C=C1)NC=1C=2N(C=CN1)C(=CN2)C2=C(C(=C(C=C2)OC2=NC=CC=C2)F)F)CC)=O